FC(\C=C/C(F)(F)F)(F)F (Z)-1,1,1,4,4,4-Hexafluorobut-2-ene